COCCOC[C@]1(COC[C@H](O1)COC1=CC=C(C=C1)C=1C=C(C(NC1C(F)(F)F)=O)C(=O)N)C 5-(4-(((2s,6s)-6-((2-methoxyethoxy)methyl)-6-methyl-1,4-dioxan-2-yl)methoxy)phenyl)-2-oxo-6-(trifluoromethyl)-1,2-dihydropyridine-3-carboxamide